C12CN(CC(N1)C2)C=2C(=NC(=CC2)C)C(=O)NC (3,6-diazabicyclo[3.1.1]hept-3-yl)-N,6-dimethylpyridineamide